4-isopropoxy-2-(morpholin-4-yl)-8-(1H-pyrazol-3-yl)-[1,7]naphthyridine C(C)(C)OC1=CC(=NC2=C(N=CC=C12)C1=NNC=C1)N1CCOCC1